C(C)N1C2=NC(=NC(=C2N=C1)N[C@@H]1CN(CC1)S(=O)(=O)NC)N[C@H](CO)CC (S)-3-((9-ethyl-2-(((S)-1-hydroxybutan-2-yl)amino)-9H-purin-6-yl)amino)-N-methylpyrrolidine-1-sulfonamide